Butyl (3-(4-((2-ethyl-5,7-dimethyl-3H-imidazo[4,5-b]pyridin-3-yl)methyl)phenyl)-5-(2-methoxypyridin-3-yl)thiophen-2-yl)sulfonylcarbamate C(C)C1=NC=2C(=NC(=CC2C)C)N1CC1=CC=C(C=C1)C1=C(SC(=C1)C=1C(=NC=CC1)OC)S(=O)(=O)NC(OCCCC)=O